[3-[3-(3,5-di-t-butyl-4-hydroxyphenyl)propanoyloxy]-2,2-bis[3-(3,5-di-t-butyl-4-hydroxyphenyl) propanoyloxymethyl]propyl]3-(3,5-di-t-butyl-4-hydroxyphenyl)propanoate C(C)(C)(C)C=1C=C(C=C(C1O)C(C)(C)C)CCC(=O)OCC(COC(CCC1=CC(=C(C(=C1)C(C)(C)C)O)C(C)(C)C)=O)(COC(CCC1=CC(=C(C(=C1)C(C)(C)C)O)C(C)(C)C)=O)COC(CCC1=CC(=C(C(=C1)C(C)(C)C)O)C(C)(C)C)=O